COC(=O)C=1N=C(SC1N=C(C1=CC=CC=C1)C1=CC=CC=C1)C(=O)C1=CN(C2=NC=CC=C21)COCC[Si](C)(C)C.NC2=CC=C(OC1=CC=C(C=C1)C(C)(C)C1=CC=C(C=C1)OC1=CC=C(C=C1)N)C=C2 2,2-bis(4-(4-aminophenoxy)phenyl)propane methyl-5-((diphenylmethylene)amino)-2-(1-((2-(trimethylsilyl)ethoxy)methyl)-1H-pyrrolo[2,3-b]pyridine-3-carbonyl)thiazole-4-carboxylate